4,4,6-trifluorospiro[chroman-2,1'-cyclopropane] FC1(CC2(CC2)OC2=CC=C(C=C12)F)F